NC=1C(=C(C=CC1)S(=O)(=O)N(C)C)C 3-amino-N,N,2-trimethylbenzenesulfonamide